C(#N)C=1C=C(C=CC1)CC(C(=O)N)NS(=O)(=O)C1=CC(=CC=C1)[N+](=O)[O-] 3-(3-cyanophenyl)-2-(3-nitrobenzenesulfonamido)propanamide